2-(chloromethyl)-3,4-difluoro-1-methoxybenzene ClCC1=C(C=CC(=C1F)F)OC